4-[1-[3-fluoropyrazolo[1,5-a]pyrimidin-7-yl]piperidine-4-carbonyl]-3,5-dihydro-2H-pyrido[3,4-f][1,4]oxazepine-9-carbonitrile FC=1C=NN2C1N=CC=C2N2CCC(CC2)C(=O)N2CCOC1=C(C2)C=NC=C1C#N